(1R,3R,4R)-2-((3-chlorophenyl)-L-leucyl)-N-((S)-1-cyano-2-((R)-2-oxopyrrolidin-3-yl)ethyl)-5,5-difluoro-2-azabicyclo[2.2.2]octane-3-carboxamide ClC=1C=C(C=CC1)N[C@@H](CC(C)C)C(=O)N1[C@H]2CC([C@@H]([C@@H]1C(=O)N[C@@H](C[C@@H]1C(NCC1)=O)C#N)CC2)(F)F